CC=1N=C2N(N=C(C=C2C)C=2N=C3N(C(C2)=O)C=C(S3)[C@@H]3CCNC2(CC2)C3)C1 7-(2,8-dimethylimidazo[1,2-b]pyridazin-6-yl)-2-[(7R)-4-azaspiro[2.5]oct-7-yl]thiazolo[3,2-a]pyrimidin-5-one